tert-butyl-carbamate C(C)(C)(C)NC([O-])=O